magnesium-barium fluoride [F-].[Ba+2].[Mg+2].[F-].[F-].[F-]